O=C(C(=O)NC=1C2=C(C=NC1)C=NN2)N2[C@H](CC[C@@H](C2)C)C=2C=CC1=C(N=C(S1)C1CC3(CN(C3)C)C1)C2 2-oxo-N-(1H-pyrazolo[4,3-c]pyridin-7-yl)-2-[(2R,5S)-5-methyl-2-[2-(2-methyl-2-azaspiro[3.3]heptan-6-yl)-1,3-benzothiazol-5-yl]-1-piperidyl]acetamide